2H,3H-furo[2,3-b]pyridine O1CCC=2C1=NC=CC2